trans-tert-butyl (4-(6-chloro-3,4-dihydro-2H-benzo[b][1,4]oxazine-2-carboxamido)cyclohexyl)methylcarbamate ClC1=CC2=C(OC(CN2)C(=O)N[C@@H]2CC[C@H](CC2)CNC(OC(C)(C)C)=O)C=C1